CN1C=NC(=C1)C1=C(C=CC(=C1)S(NC)(=O)=O)NC(C1=CC=CC=C1)=O N-[2-(1-methylimidazol-4-yl)-4-(methylsulfamoyl)phenyl]benzamide